C1(CCC2=CC(=CC=C12)C=1C=C2CCCC2=CC1)N1CCC(CC1)C(=O)O 1-(2,2',3,3'-tetrahydro-1H,1'H-[5,5'-biinden]-1-yl)piperidine-4-carboxylic acid